N1C(=NC2=C1C=CC=C2)N2CC1=CC(=CC=C1CC2)OCC2=CC=CC=C2 2-(1H-benzimidazol-2-yl)-7-benzyloxy-3,4-dihydro-1H-isoquinoline